rac-tert-butyl (1R,2S,3S,5S)-2-fluoro-3-hydroxy-8-azabicyclo[3.2.1]octane-8-carboxylate F[C@H]1[C@H]2CC[C@@H](C[C@@H]1O)N2C(=O)OC(C)(C)C |r|